NC[C@H]1[C@@H](CCC1)NC1=NC=C(C(=N1)C1=CNC2=C(C=CC=C12)P(C)(C)=O)C(F)(F)F (3-(2-((trans-2-(aminomethyl)cyclopentyl)amino)-5-(trifluoromethyl)pyrimidin-4-yl)-1H-indole-7-yl)dimethyl-phosphine oxide